CC(C)C1=CC(=CC(=C1O)C(C)C)O The molecule is a hydroquinone that is propofol which is substituted by a hydroxy group at position 4. It is a metabolite of the short acting anaesthetic drug, propofol. It has a role as a drug metabolite. It derives from a propofol.